4-(7-((3-((4-(2-methoxyethoxy)-2,6-dimethylphenyl)amino)-1-methyl-1H-pyrazolo[3,4-d]pyrimidin-6-yl)amino)-1,1-dimethyl-3,4-dihydroisoquinolin-2(1H)-yl)-4-oxobutanoic acid COCCOC1=CC(=C(C(=C1)C)NC1=NN(C2=NC(=NC=C21)NC2=CC=C1CCN(C(C1=C2)(C)C)C(CCC(=O)O)=O)C)C